3-chloro-4-{[4-(difluoromethyl)pyridin-2-yl]methoxy}-2'-[2-(2-hydroxypropan-2-yl)pyrimidin-4-yl]-5',6-dimethyl-[1,4'-bipyridin]-2-one ClC=1C(N(C(=CC1OCC1=NC=CC(=C1)C(F)F)C)C1=CC(=NC=C1C)C1=NC(=NC=C1)C(C)(C)O)=O